BrC=1C=C(C=NC1)CC(=O)NC1=CC=C(N=N1)CCCCN1N=NC(=C1)C(=O)NC 1-(4-{6-[2-(5-bromopyridin-3-yl)acetamido]pyridazin-3-yl}butyl)-N-methyl-1H-triazole-4-carboxamide